5-(1-methyl-1H-pyrazin-3-yl)-8-(trifluoromethyl)pyrimido[4,5-c]quinolin-3-amine CN1CC(=NC=C1)C1=NC=2C=C(C=CC2C2=C1N=C(N=C2)N)C(F)(F)F